NC1=C(C=2COCCCC2S1)C(=O)C1=C(C=CC=C1F)F (2-amino-4,6,7,8-tetrahydrothieno[3,2-c]oxepin-3-yl)-(2,6-difluorophenyl)methanone